CC1=C(C=CC(=C1)S(N[C@H](C)C1CCN(CC1)C)(=O)=O)NC(=O)C=1C=2CCCC2C=CC1 (R)-N-(2-methyl-4-(N-(1-(1-methyl-piperidin-4-yl)ethyl)sulfamoyl)phenyl)-2,3-dihydro-1H-indene-4-carboxamide